1-((S)-1-(3-chlorophenyl)ethyl)-N5-((trans)-2-(hydroxymethyl)cyclopropyl)-N3-methyl-1H-pyrazole-3,5-dicarboxamide ClC=1C=C(C=CC1)[C@H](C)N1N=C(C=C1C(=O)N[C@H]1[C@@H](C1)CO)C(=O)NC